NC1=CC=C2CC(N(C(C2=C1)=O)C1C(NC(CC1)=O)=O)=O 7-amino-2-(2,6-dioxopiperidin-3-yl)isoquinoline-1,3(2H,4H)-dione